C(C)(=O)C1=NN(C2=CC=C(C=C12)C=1C=NC(=NC1)CO)CC(=O)N1[C@@H]2C[C@@]2(C[C@H]1C(=O)NC1=NC(=CN=C1)Br)C (1R,3S,5R)-2-(2-(3-acetyl-5-(2-(hydroxymethyl)pyrimidin-5-yl)-1H-indazol-1-yl)acetyl)-N-(6-bromopyrazin-2-yl)-5-methyl-2-azabicyclo[3.1.0]hexane-3-carboxamide